p-Tolyl [methyl 5-acetamido-4,7,8,9-tetra-O-acetyl-5-deoxy-D-erythro-α-L-gluco-non-2-ulopyranosonate] C[C@]1([C@](C(=O)OC2=CC=C(C=C2)C)(O)O[C@H]([C@@H]([C@H]1OC(C)=O)NC(C)=O)[C@H](OC(C)=O)[C@H](OC(C)=O)COC(C)=O)O